2-(2-chloro-4-iodopyridin-3-yl)acetonitrile ClC1=NC=CC(=C1CC#N)I